5-([1,2,4]triazolo[4,3-a]pyridin-3-yl)pyridin-3-amine N=1N=C(N2C1C=CC=C2)C=2C=C(C=NC2)N